CC(SCSCSC(CC(SCS)SCS)SCS)S methyl-7,9-bis(mercaptomethylthio)-1,11-dimercapto-2,4,6,10-tetrathiaundecane